C(=O)C(C(=O)[O-])O The molecule is the conjugate base of 2-hydroxy-3-oxopropanoic acid; major species at pH 7.3. It is a hydroxy monocarboxylic acid anion and a 3-oxo monocarboxylic acid anion. It is a conjugate base of a 2-hydroxy-3-oxopropanoic acid.